C(C)NC(COC1=C(C=C(C=C1)OC)C=O)=O N-ETHYL-2-(2-FORMYL-4-METHOXYPHENOXY)ACETAMIDE